C1NCCC2=CC(=CC=C12)O Tetrahydro-Isoquinolin-6-Ol